3-(3-(2-(4-(9-((4-(((R)-1-(3-bromophenyl)ethyl)amino)-6-methoxy-2-methylquinazolin-7-yl)oxy)nonyl)piperazin-1-yl)-2-oxoethoxy)phenyl)piperidine-2,6-dione BrC=1C=C(C=CC1)[C@@H](C)NC1=NC(=NC2=CC(=C(C=C12)OC)OCCCCCCCCCN1CCN(CC1)C(COC=1C=C(C=CC1)C1C(NC(CC1)=O)=O)=O)C